C(C)(=O)C=1C(=C(NC1C)C=O)C1=CC(=CC=C1)OC 4-acetyl-3-(3-methoxyphenyl)-5-methyl-1H-pyrrole-2-carbaldehyde